CN(C(C(=O)OCC)(CC)C1=CC=CC=C1)C ethyl 2-(dimethylamino)-2-phenylbutyrate